N-[1-[4-[[(Z)-[3-(2-isopropyl-5-methyl-phenyl)-4-oxo-thiazolidin-2-ylidene]carbamoyl]amino]phenyl]-3-methyl-pyrazol-4-yl]-N-methyl-4-(trifluoromethoxy)benzamide C(C)(C)C1=C(C=C(C=C1)C)N1/C(/SCC1=O)=N/C(=O)NC1=CC=C(C=C1)N1N=C(C(=C1)N(C(C1=CC=C(C=C1)OC(F)(F)F)=O)C)C